COC=1C(=C(C=CC1)[C@H]1N(CCC1)C(CN1N=C2C(=C1C(F)(F)F)CC[C@H]2C)=O)C 1-[(2S)-2-(3-Methoxy-2-methyl-phenyl)pyrrolidin-1-yl]-2-[(6R)-6-methyl-3-(trifluoromethyl)-5,6-dihydro-4H-cyclopenta[c]pyrazol-2-yl]ethanone